FC1=C(C=CC=C1)C=1N(C2=C(C=NC(=C2)C2=NN(C=N2)COCC[Si](C)(C)C)N1)[C@H]1C[C@H](C[C@@H](C1)OC)NC(OC(C)(C)C)=O tert-butyl ((1R,3S,5S)-3-(2-(2-fluorophenyl)-6-(1-((2-(trimethylsilyl)ethoxy)methyl)-1H-1,2,4-triazol-3-yl)-1H-imidazo[4,5-c]pyridin-1-yl)-5-methoxycyclohexyl)carbamate